Trans-methyl 4-[(6-chloro-2-methylsulfanyl-pyrimidin-4-yl)-difluoro-methyl]cyclohexanecarboxylate ClC1=CC(=NC(=N1)SC)C([C@@H]1CC[C@H](CC1)C(=O)OC)(F)F